1-[1,3]-DIOXOLAN-2-YLMETHYL-1H-PYRAZOLE-4-BORONIC ACID O1C(OCC1)CN1N=CC(=C1)B(O)O